CC(=CO)CCCC 2-methyl-1-hexen-1-ol